(1S)-N-(1-methylcyclopropyl)-4-[(1-methylpyrazol-4-yl)(2H2)methyl]-5-oxo-1-[(pyridin-2-yloxy)methyl]-1H,2H-imidazo[1,2-a]quinazoline-7-sulfonamide CC1(CC1)NS(=O)(=O)C=1C=C2C(N(C=3N(C2=CC1)[C@@H](CN3)COC3=NC=CC=C3)C([2H])([2H])C=3C=NN(C3)C)=O